tert-butyl (R)-3-((5-(5-(methylsulfonyl)pyridin-2-yl)-1-((2-(trimethylsilyl)ethoxy) methyl)-1H-pyrrolo[2,3-b]pyridin-4-yl)amino)piperidine-1-carboxylate CS(=O)(=O)C=1C=CC(=NC1)C=1C(=C2C(=NC1)N(C=C2)COCC[Si](C)(C)C)N[C@H]2CN(CCC2)C(=O)OC(C)(C)C